ClC1=C(C(=O)NC2=C(C(=C(C=C2)F)NC(C(F)F)=O)F)C=C(C=C1)NC(=O)[C@@H]1C([C@H]1C1=CC(=CC=C1)S(F)(F)(F)(F)F)(Cl)Cl trans-2-Chloro-5-(2,2-dichloro-3-(3-(pentafluoro-λ6-sulfanyl)phenyl)cyclopropane-1-carboxamido)-N-(3-(2,2-difluoroacetamido)-2,4-difluorophenyl)benzamide